Lauramidopropionic acid sodium salt [Na+].C(CCCCCCCCCCC)(=O)NC(C(=O)[O-])C